C[N+](CCC1=CC2=C(N=C(S2)CNC(=O)C2(CC3=CC=CC=C3C2)CC(=O)[O-])C=C1)(C)C 2-[2-[[6-[2-(trimethylammonio)ethyl]-1,3-benzothiazol-2-yl]methylcarbamoyl]indan-2-yl]acetate